[Cl-].[Cl-].C(C)(C)(C)N[Ti+2]C1(C(=C(C(=C1)C)C)C)C (N-t-butylamino)(tetramethylcyclopentadienyl)titanium dichloride